FC1(C(C(C(S(=O)(=O)OS1(=O)=O)(F)F)(F)F)(F)F)F octafluoro-1,4-butanedisulfonic anhydride